2-[(5,7-dipropyl-3-trifluoromethyl-1,2-benzisoxazol-6-yl)oxy]-2-methylpropanoic acid C(CC)C=1C(=C(C2=C(C(=NO2)C(F)(F)F)C1)CCC)OC(C(=O)O)(C)C